bis(salicylidene)-1,2-cyclohexanediamine C(C=1C(O)=CC=CC1)=C1C(C(C(CC1)N)N)=CC=1C(O)=CC=CC1